N-(3-(difluoromethyl)-1-(1-(1-(dimethylcarbamoyl)piperidin-4-yl)azetidin-3-yl)-1H-pyrazol-4-yl)-6-(1H-pyrazol-4-yl)-2-pyridineamide FC(C1=NN(C=C1NC(=O)C1=NC(=CC=C1)C=1C=NNC1)C1CN(C1)C1CCN(CC1)C(N(C)C)=O)F